C(C)(C)(C)C1=CC(=C(C(=C1)C)NC1=COC2=C1C=C(C=C2)C#N)C 3-((4-tert-butyl-2,6-dimethylphenyl)amino)benzofuran-5-carbonitrile